(2S)-2-Amino-2-cyclohexyl-N-{4-[4-(3,3-difluoroazetidine-1-carbonyl)tetrahydropyran-4-yl]phenyl}acetamide N[C@H](C(=O)NC1=CC=C(C=C1)C1(CCOCC1)C(=O)N1CC(C1)(F)F)C1CCCCC1